CC1=C(C(=NC(=N1)Cl)NCC1=CC=C(C=C1)N1N=C(C=C1CC)C(F)(F)F)[N+](=O)[O-] methyl-2-chloro-N-([4-[5-ethyl-3-(trifluoromethyl)pyrazol-1-yl]phenyl]methyl)-5-nitropyrimidin-4-amine